4-cyclopropyl-3-(1-methylpyrazol-4-yl)-N-[2-(trifluoromethyl)pyridin-4-yl]-1,2-thiazole-5-carboxamide C1(CC1)C=1C(=NSC1C(=O)NC1=CC(=NC=C1)C(F)(F)F)C=1C=NN(C1)C